tert-Butyl-(((3aR,4R,6R,6aS)-6-(4-amino-5-(4-bromobutyl)-7H-pyrrolo[2,3-d]pyrimidin-7-yl)-2,2-dimethyltetrahydro-4H-cyclopenta[d][1,3]dioxol-4-yl)methyl)carbamate C(C)(C)(C)OC(NC[C@H]1C[C@H]([C@@H]2OC(O[C@@H]21)(C)C)N2C=C(C1=C2N=CN=C1N)CCCCBr)=O